2,2-difluoro-1,3-benzodioxole-5-methanamine FC1(OC2=C(O1)C=CC(=C2)CN)F